8-bromo-1-[trans-4-(piperidin-1-ylcarbonyl)cyclohexyl]-4H-[1,2,4]triazolo[4,3-a][1]benzazepine-5(6H)-one BrC=1C=CC2=C(CC(CC=3N2C(=NN3)[C@@H]3CC[C@H](CC3)C(=O)N3CCCCC3)=O)C1